2-(Pyridin-4-yl)-4-(2,8-diazaspiro[4.5]decan-8-yl)pyrido[3,4-d]pyrimidin-5-ol formate C(=O)OC1=CN=CC=2N=C(N=C(C21)N2CCC1(CCNC1)CC2)C2=CC=NC=C2